O[C@H]1[C@@H]([C@@H]2[C@@H](OC3=C2C=CC=C3CCCC(=O)O)C1)\C=C\[C@H]([C@@H](CC#CC)C)O |&1:22| (1R,2R,3aS,8bS)-2,3,3a,8b-tetrahydro-2-hydroxy-1-[(E,3S,4RS)-3-hydroxy-4-methyl-1-octen-6-ynyl]-1H-cyclopenta[b]benzofuran-5-butanoic acid